(R)-4-((2-((3-cyclopropyl-6,6-dimethyl-4,5,6,7-tetrahydrobenzofuran-7-yl)amino)-3,4-dioxocyclobut-1-en-1-yl)amino)-3-hydroxy-N,N-dimethylpicolinamide C1(CC1)C1=COC2=C1CCC([C@H]2NC2=C(C(C2=O)=O)NC2=C(C(=NC=C2)C(=O)N(C)C)O)(C)C